methylene-bis(oxyethylmethacrylate) C(OCCC=C(C(=O)[O-])C)OCCC=C(C(=O)[O-])C